5-[(3R,5R)-3-amino-5-fluoro-1-piperidyl]pyrazolo[1,5-a]pyrimidine-3-carboxamide hydrochloride Cl.N[C@H]1CN(C[C@@H](C1)F)C1=NC=2N(C=C1)N=CC2C(=O)N